2,4-difluoro-N-(2-methoxy-5-(5-(piperazine-1-yl)isoquinoline-3-yl)pyridine-3-yl)benzenesulfonamide trifluoroacetate FC(C(=O)O)(F)F.FC1=C(C=CC(=C1)F)S(=O)(=O)NC=1C(=NC=C(C1)C=1N=CC2=CC=CC(=C2C1)N1CCNCC1)OC